6-chloro-N-((1r,4r)-4-(2-methoxyethoxy)cyclohexyl)-4-methylpyridinecarboxamide ClC1=CC(=CC(=N1)C(=O)NC1CCC(CC1)OCCOC)C